N1C=NC2=C1C=C(C=C2)N2C(OC[C@@H]2C2=CC=CC=C2)=O (S)-3-(1H-benzo[d]imidazol-6-yl)-4-phenyloxazolidin-2-one